(4E)-4-[(3-chloro-4-fluoroanilino)-nitrosomethylene]-1,2,5-oxadiazol-3-amine ClC=1C=C(N/C(=C\2/C(=NON2)N)/N=O)C=CC1F